The molecule is a trisaccharide consisting of beta-D-xylopyranose, alpha-L-arabinopyranose and beta-D-glucopyranose joined together in sequence by (1->2) and (1->6)-glycosidic bonds, respectively. It derives from an alpha-L-Arap-(1->6)-beta-D-Glcp. C1[C@H]([C@@H]([C@H]([C@@H](O1)O[C@@H]2[C@H]([C@H](CO[C@H]2OC[C@@H]3[C@H]([C@@H]([C@H]([C@@H](O3)O)O)O)O)O)O)O)O)O